trans-methyl 4-[tert-butoxycarbonyl(methyl)amino]cyclohexanecarboxylate C(C)(C)(C)OC(=O)N([C@@H]1CC[C@H](CC1)C(=O)OC)C